NC1=NC(=CC(=N1)N1CCC2(C[C@H](NC2)C(=O)OCC)CC1)O[C@@H](C(F)(F)F)C1=CC=C(C=C1)C1=CC=C(C=C1)C(N(CC)CC)=O (S)-ethyl 8-(2-amino-6-((R)-1-(4'-(diethylcarbamoyl)-[1,1'-biphenyl]-4-yl)-2,2,2-trifluoroethoxy)pyrimidin-4-yl)-2,8-diazaspiro[4.5]decane-3-carboxylate